CC1(CC=CC=C1)CC(=O)O 1-methyl-phenylacetic acid